6-(3,5-dichloro-4-((3-ethyl-1H-indazol-5-yl)oxy)phenyl)-1,2,4-triazine-3,5(2H,4H)-dione ClC=1C=C(C=C(C1OC=1C=C2C(=NNC2=CC1)CC)Cl)C=1C(NC(NN1)=O)=O